[Si](C)(C)(C(C)(C)C)OCC1=CC=NC(=C1)C(F)(F)F 4-(((tert-butyldimethylsilyl)oxy)methyl)-6-(trifluoromethyl)pyridin